(3-chloro-4-(trifluoromethoxy)phenyl)-3-(triisopropylsilyl)propiolamide ClC=1C=C(C=CC1OC(F)(F)F)NC(C#C[Si](C(C)C)(C(C)C)C(C)C)=O